N[C@H](C(=O)N[C@H](C(=O)OCC)CCC1=NC2=C(N1C)C=CC(=C2)N(CCCl)CCCl)CC2=CC=C(C=C2)F Ethyl (2S)-2-[[(2S)-2-amino-3-(4-fluorophenyl)propanoyl]amino]-4-[5-[bis(2-chloroethyl)amino]-1-methyl-benzimidazol-2-yl]butanoate